OC1CC(C1)COC1=NN=C(S1)NC(=O)C=1C=NC(=CC1C1=CC(=NC=C1OC)C)C N-(5-(((1r,3r)-3-hydroxycyclobutyl)methoxy)-1,3,4-thiadiazol-2-yl)-5'-methoxy-2',6-dimethyl-[4,4'-bipyridine]-3-carboxamide